(2S)-2-[[8-(benzylamino)-3-isopropyl-[1,2,4]triazolo[4,3-b]pyridazin-6-yl]amino]butan-1-ol C(C1=CC=CC=C1)NC=1C=2N(N=C(C1)N[C@H](CO)CC)C(=NN2)C(C)C